Cl.FC=1C=CC(=C(C1)C1=C(C=CC(=N1)NS(=O)(=O)C1=NC(=CC=C1)N1C[C@H](NCC1)C)C(F)(F)F)C (R)-N-(6-(5-fluoro-2-methylphenyl)-5-(trifluoromethyl)pyridin-2-yl)-6-(3-methylpiperazin-1-yl)pyridine-2-sulfonamide hydrochloride